6-allyl-2-((3-methyl-4-(4-(dimethylamino)piperidin-1-yl)phenyl)amino)imidazo[1,2-b]pyrimido[4,5-d]pyridazin-5(6H)-one C(C=C)N1N2C(C3=C(C1=O)C=NC(=N3)NC3=CC(=C(C=C3)N3CCC(CC3)N(C)C)C)=NC=C2